2-((3-(2,6-Dioxopiperidin-3-yl)-1-methyl-1H-indazol-7-yl)oxy)-N-((1r,4r)-4-methoxycyclohexyl)acetamide O=C1NC(CCC1C1=NN(C2=C(C=CC=C12)OCC(=O)NC1CCC(CC1)OC)C)=O